ethyl 2-(2-(3-aminophenyl)-6-((4-(trifluoromethoxy) pyridin-2-yl) amino) pyrimidin-4-yl)-2-azaspiro[4.5]decane-7-carboxylate NC=1C=C(C=CC1)C1=NC(=CC(=N1)N1CC2(CC1)CC(CCC2)C(=O)OCC)NC2=NC=CC(=C2)OC(F)(F)F